tert-butyl trans-3-(4-((dimethylamino)methyl)-1H-1,2,3-triazol-1-yl)-4-(4-(trifluoromethyl)benzyloxy)pyrrolidine-1-carboxylate CN(C)CC=1N=NN(C1)[C@@H]1CN(C[C@H]1OCC1=CC=C(C=C1)C(F)(F)F)C(=O)OC(C)(C)C